OC(COC=1C=C(C=2N(C1)N=CC2C#N)C2=CC=C(C=C2)N2CC1N(C(C2)C1)CC=1C=NC(=CC1)OC)(C)C 6-(2-Hydroxy-2-methylpropyloxy)-4-(4-(6-((6-methoxypyridin-3-yl)methyl)-3,6-diazabicyclo[3.1.1]hept-3-yl)phenyl)pyrazolo[1,5-a]pyridine-3-carbonitrile